N-[4-(3-cyanophenyl)-5-(2,6-dimethyl-4-pyridyl)thiazol-2-yl]-3,6-diazabicyclo[3.1.1]heptane C(#N)C=1C=C(C=CC1)C=1N=C(SC1C1=CC(=NC(=C1)C)C)N1C2CNCC1C2